(R)-2,2,2-trifluoro-1-(4-((S)-1-(pyridin-4-yl)ethyl)-1H-imidazol-2-yl)ethan-1-ol FC([C@H](O)C=1NC=C(N1)[C@@H](C)C1=CC=NC=C1)(F)F